NC(C(C(C(=O)O)([2H])[2H])([2H])[2H])([2H])[2H] γ-aminobutyric acid-d6